FC(C)(F)C1=NC(=CC(=N1)NC1=CC(=NC=C1C1=NC=C(N=C1)CN(C)C)NC(C)=O)CC N-(4-((2-(1,1-difluoroethyl)-6-ethylpyrimidin-4-yl)amino)-5-(5-((dimethylamino)methyl)pyrazin-2-yl)pyridin-2-yl)acetamide